tert-Butyl (3aR,6aS)-5-[(6-chloro-4-cyano-pyridazin-3-yl)amino]-3,3a,4,5,6,6a-hexahydro-1H-cyclopenta[c]pyrrole-2-carboxylate ClC1=CC(=C(N=N1)NC1C[C@@H]2[C@@H](CN(C2)C(=O)OC(C)(C)C)C1)C#N